1,6-naphthyridine-2-carboxylic acid N1=C(C=CC2=CN=CC=C12)C(=O)O